isopropyl (3S)-6-fluoro-3-methyl-4-[(4-methyloxan-4-yl)carbonyl]-3,5-dihydro-2H-1,4-benzoxazepine-8-carboxylate FC1=CC(=CC2=C1CN([C@H](CO2)C)C(=O)C2(CCOCC2)C)C(=O)OC(C)C